(S)-6-((2-(2-Fluoro-6-methoxyphenyl)pyrimidin-4-yl)amino)-4-(3-hydroxypiperidin-1-yl)nicotinic acid FC1=C(C(=CC=C1)OC)C1=NC=CC(=N1)NC1=NC=C(C(=O)O)C(=C1)N1C[C@H](CCC1)O